1-methyl-pyrazolo[4,3-c]pyridine-6-carboxamide CN1N=CC=2C=NC(=CC21)C(=O)N